5-chloro-6-(methylthio)-1H-pyrazolo[3,4-b]pyridine ClC=1C=C2C(=NC1SC)NN=C2